[N+](=O)([O-])C1=CC2=C(NC(OC2=O)=O)C=C1 6-nitro-1H-benzo[d][1,3]oxazine-2,4-dione